C(C)N1N=C2C=C(C=CC2=C1N1CCN(CC1)C(C=C)=O)C1=C(C=CC=C1)F 1-(4-(2-ethyl-6-(2-fluorophenyl)-2H-indazol-3-yl)piperazin-1-yl)prop-2-en-1-one